C(#N)C1CN(C1)S(=O)(=O)N1CC(=C(CC1)F)C(=O)N1[C@H](CCC1)C(=O)NCC1=CC=C(C=C1)C(F)(F)F 1-((1-((3-cyano-1-azetidinyl)sulfonyl)-4-fluoro-1,2,5,6-tetrahydro-3-pyridinyl)carbonyl)-N-(4-(trifluoromethyl)benzyl)-D-prolinamide